8-[(5-amino-1-{6-[(2,6-difluorophenyl)oxy]-4-methylpyridin-3-yl}pyrazol-4-yl)carbonyl]-N-methyl-2,3,4,7-tetrahydro-1H-pyrrolo[2,3-H]isoquinoline-2-carboxamide NC1=C(C=NN1C=1C=NC(=CC1C)OC1=C(C=CC=C1F)F)C(=O)C1=CC=2C(=CC=C3CCN(CC23)C(=O)NC)N1